4-{4-[2-(2,6-dioxo-piperidin-3-yl)-1-oxo-2,3-dihydro-1H-isoindol-4-yloxymethyl]-benzyl}-piperidine-1-carboxylic Acid Tert-Butyl Ester C(C)(C)(C)OC(=O)N1CCC(CC1)CC1=CC=C(C=C1)COC1=C2CN(C(C2=CC=C1)=O)C1C(NC(CC1)=O)=O